BrC1=C(C=CC=C1I)Cl 2-bromo-1-chloro-3-iodo-benzene